NC1=NC=CC2=CC=C(C=C12)C=1C=C(C=CC1C)C#C[C@@](C)(O)C1=NOC(=C1)C (R)-4-[3-(1-Amino-7-isoquinolyl)-4-methyl-phenyl]-2-(5-methylisoxazol-3-yl)but-3-yn-2-ol